ClC=1C=CC(=C(C1)C1=CC(=C(C(=O)N)C=C1)F)N1N=NC(=C1)Cl 4-(5-chloro-2-(4-chloro-1H-1,2,3-triazol-1-yl)phenyl)-2-fluorobenzamide